C(C)S(=O)(=O)N1CC(N(CC1)C1=CC(=CC(N1)=O)C1=C2C(=NC=C1)NC(=C2)C)C(F)(F)F 6-[4-ethylsulfonyl-2-(trifluoromethyl)piperazin-1-yl]-4-(2-methyl-1H-pyrrolo[2,3-b]pyridin-4-yl)-1H-pyridin-2-one